Cl.C12(CC3CC(CC(C1)C3)C2)N adamantaneamine hydrochloride